C(C1=CC=CC=C1)OC1=CC=C2C(C(OCC2=C1)CC1CC1)C1=CC=C(C=C1)N1CCC(CC1)C(OC)OC 1-(4-(7-(benzyloxy)-3-(cyclopropylmethyl)isochroman-4-yl)phenyl)-4-(dimethoxymethyl)piperidine